C1(CCCC1)N1C(CCC(C1)C1=NC=CC=C1)=O 1-cyclopentyl-5-(pyridin-2-yl)piperidin-2-one